rac-Methyl 4-bromo-2-(3-cyanomorpholin-4-yl)-5-fluorobenzoate BrC1=CC(=C(C(=O)OC)C=C1F)N1[C@@H](COCC1)C#N |r|